((4-chlorobenzyl)thio)benzo[d]oxazole-4-carboxylic acid ClC1=CC=C(CSC=2OC=3C(N2)=C(C=CC3)C(=O)O)C=C1